5''-((1R,2R,4S)-rel-2-amino-7-azabicyclo[2.2.1]heptane-7-carbonyl)-2'',3-difluoro-4''-(2-methoxyethyl)-[1,1':2',1''-terphenyl]-4-carbonitrile N[C@H]1[C@H]2CC[C@@H](C1)N2C(=O)C=2C(=CC(=C(C2)C=2C(=CC=CC2)C2=CC(=C(C=C2)C#N)F)F)CCOC |o1:1,2,5|